3-dimethylaminobenzoic acid CN(C=1C=C(C(=O)O)C=CC1)C